CC1=CC2=C(N=C(N=C2NC2=NNC(=C2)C)NC2CC3CCC(C2)N3CCC#N)S1 3-((3-exo)-3-((6-methyl-4-((5-methyl-1H-pyrazol-3-yl)amino)thieno[2,3-d]pyrimidin-2-yl)amino)-8-azabicyclo[3.2.1]octan-8-yl)propionitrile